BrC1=CC=CC=2OC3=CC=CC=C3C3(C12)C1=CC=CC=C1N(C=1C=CC=CC13)C1=CC=CC=C1 bromo-10-phenyl-10H-spiro[acridine-9,9'-xanthene]